2-[[3-(aminomethyl)-5-(2-phenylacetamido)phenyl]formamido]-2-methylpropanamide NCC=1C=C(C=C(C1)NC(CC1=CC=CC=C1)=O)C(=O)NC(C(=O)N)(C)C